Vinylaniline C=CNC1=CC=CC=C1